(4-(tert-butyl) cyclohexyl) methyl-p-toluenesulfonate CCC1=CC=C(C=C1)S(=O)(=O)OC1CCC(CC1)C(C)(C)C